(hydroxymethyl)-7,8-dihydro-1,6-naphthyridine-6(5H)-carboxylic acid tert-butyl ester C(C)(C)(C)OC(=O)N1CC=2C=CC(=NC2CC1)CO